(S)-(5-(1-methyl-1H-pyrazol-4-yl)-1,3,4-oxadiazol-2-yl)(4-(4-methylbenzo[d]oxazol-2-yl)-6,7-dihydro-1H-imidazo[4,5-c]pyridin-5(4H)-yl)methanone CN1N=CC(=C1)C1=NN=C(O1)C(=O)N1[C@@H](C2=C(CC1)NC=N2)C=2OC1=C(N2)C(=CC=C1)C